F[P-](F)(F)(F)(F)F.N1(N=NC2=C1N=CC=C2)O[P+](N2CCCC2)(N2CCCC2)N2CCCC2 7-aza-benzotriazol-1-yloxy-tripyrrolidinophosphonium hexafluorophosphate